C1(CC1)C1=NC(=CC(=N1)C(=O)O)C(C)N1CC(C1)F 2-cyclopropyl-6-(1-(3-fluoroazetidin-1-yl)ethyl)pyrimidine-4-carboxylic acid